C(C)(=O)N1CCC(CC1)CN1N=C2C3=C(CCC2=C1)OC(=C3C(F)(F)F)C(=O)OCC Ethyl 2-[(1-acetylpiperidin-4-yl) methyl]-8-(trifluoromethyl)-4,5-dihydro-2H-furo[2,3-g]indazole-7-carboxylate